1-[(E)-3-(4-{4-methyl-6-(tetrahydropyran-2-yloxy)-3-[3-(tetrahydropyran-2-yloxy)phenyl]-2H-chromen-2-yl}phenyl)allyl]piperidine CC1=C(C(OC2=CC=C(C=C12)OC1OCCCC1)C1=CC=C(C=C1)/C=C/CN1CCCCC1)C1=CC(=CC=C1)OC1OCCCC1